1-(2-(benzyloxy)-4-(trifluoromethyl)phenyl)-N-(piperidin-3-yl)pyrrolo[1,2-d][1,2,4]triazin-4-amine trifluoroacetic acid salt FC(C(=O)O)(F)F.C(C1=CC=CC=C1)OC1=C(C=CC(=C1)C(F)(F)F)C=1C=2N(C(=NN1)NC1CNCCC1)C=CC2